2-methyl-1,2-benzisothiazol-3(2H)-one CN1SC2=C(C1=O)C=CC=C2